tert-butyl 3-{[(1S)-1-cyano-2-[4-(3-methyl-2-oxo-1,3-benzoxazol-5-yl)phenyl]ethyl]carbamoyl}azetidine-1-carboxylate C(#N)[C@H](CC1=CC=C(C=C1)C=1C=CC2=C(N(C(O2)=O)C)C1)NC(=O)C1CN(C1)C(=O)OC(C)(C)C